3-(5-((2-(2-oxa-7-azaspiro[3.5]nonan-7-yl)cyclopentyl)oxy)-1-oxoisoindolin-2-yl)piperidine-2,6-dione C1OCC12CCN(CC2)C2C(CCC2)OC=2C=C1CN(C(C1=CC2)=O)C2C(NC(CC2)=O)=O